OC1=C(C=CC(=C1)C(F)(F)F)C=1C2=C(C(=NN1)N[C@H]1CN(CCC1)C1CN(C1)C(=O)OC(C)(C)C)COC2 tert-butyl (R)-3-(3-((4-(2-hydroxy-4-(trifluoromethyl)phenyl)-5,7-dihydrofuro[3,4-d]pyridazin-1-yl)amino)piperidin-1-yl)azetidine-1-carboxylate